C(C)(=O)OC(COC1=C(C=C(C=C1Cl)S(=O)(=O)C1=CC=C(C=C1)OCC(CN(C(C)=O)S(=O)(=O)C)OC(C)=O)Cl)CCl 1-(4-((4-(2-acetoxy-3-(N-(methylsulfonyl)acetamido) propoxy)phenyl)sulfonyl)-2,6-dichlorophenoxy)-3-chloropropan-2-yl acetate